6-chloro-4-[(3R,4S)-4-(4-fluoro-2-hydroxy-anilino)-3-methyl-1-piperidinyl]-1-methyl-2-oxo-1,5-naphthyridine-3-carbonitrile ClC=1N=C2C(=C(C(N(C2=CC1)C)=O)C#N)N1C[C@H]([C@H](CC1)NC1=C(C=C(C=C1)F)O)C